O=C1NC(CCC1N1C(C2=CC=CC(=C2C1=O)NCCCCCCCCC(=O)O)=O)=O 9-[[2-(2,6-dioxopiperidin-3-yl)-1,3-dioxoisoindol-4-yl]amino]nonanoic acid